NC1=CC2=C(S(OC2(C)C)=O)C=C1 5-amino-3,3-dimethyl-3H-benzo[c][1,2]oxathiole 1-oxide